1-[(2R)-2-(4-cyclopropyl-triazol-1-yl)-3,3-dimethyl-butyryl]-4-hydroxy-N-(8-phenylchroman-4-yl)pyrrolidine-2-carboxamide C1(CC1)C=1N=NN(C1)[C@@H](C(=O)N1C(CC(C1)O)C(=O)NC1CCOC2=C(C=CC=C12)C1=CC=CC=C1)C(C)(C)C